3-methyl-8-(5-methyl-1H-indazol-4-yl)-6-(2-(2-propenoyl)-2,6-diazaspiro[3.4]octan-6-yl)imidazo[1,2-a]pyridine-7-carbonitrile CC1=CN=C2N1C=C(C(=C2C2=C1C=NNC1=CC=C2C)C#N)N2CC1(CN(C1)C(C=C)=O)CC2